2-(2-(cyclopropylmethyl)-5-(3-((4,4-difluorocyclohexyl)ethynyl)phenyl)-1-(3-fluoro-4-sulfamoylbenzyl)-1H-pyrrol-3-yl)thiazole-4-carboxylic acid C1(CC1)CC=1N(C(=CC1C=1SC=C(N1)C(=O)O)C1=CC(=CC=C1)C#CC1CCC(CC1)(F)F)CC1=CC(=C(C=C1)S(N)(=O)=O)F